14-ethyl-8,13,13b,14-tetrahydroindolo[2',3':3,4]pyrido[2,1-b]quinazolin-5(7H)-one C(C)N1C2N(C(C=3C=CC=CC13)=O)CCC1=C2NC2=CC=CC=C21